CC(C(=O)O)(C)OS(=O)(=O)C.CS(=O)(=O)O[C@H](C(=O)OC)C methyl (s)-2-(methanesulfonyloxy)propanoate (Methyl (s)-2-(methanesulfonyloxy)propanoate)